COC1=C(C=C(C=C1)C1=CN(C(C2=CC=CC=C12)=O)C)NS(=O)(=O)C N-[2-methoxy-5-(2-methyl-1-oxoisoquinolin-4-yl)phenyl]methane-sulfonamide